C1(=CC=CC=C1)C1(CN(C1)C(=O)OC(C)(C)C)COS(=O)(=O)C1=CC=C(C)C=C1 tert-butyl 3-phenyl-3-((tosyloxy)methyl)azetidine-1-carboxylate